O=C1NC2=CC=C3C(=C2C2(N1)CCCCC2)OC(=C3)C(=O)NC(C)C 7'-oxo-N-(propan-2-yl)-7',8'-dihydro-6'H-spiro[cyclohexane-1,9'-furo[2,3-f]quinazoline]-2'-carboxamide